7-Bromo-5-chloro-N-(6-(2-((S)-4-(4-chlorophenyl)-2,3,9-trimethyl-6H-thieno[3,2-f][1,2,4]triazolo[4,3-a][1,4]diazepin-6-yl)acetamido)hexyl)hept-6-ynamide BrC#CC(CCCC(=O)NCCCCCCNC(C[C@H]1C=2N(C3=C(C(=N1)C1=CC=C(C=C1)Cl)C(=C(S3)C)C)C(=NN2)C)=O)Cl